C(CCCCCCC\C=C/C\C=C/CCCCC)N(C([O-])=O)CCCCCCCC\C=C/C\C=C/CCCCC di((9Z,12Z)-octadeca-9,12-dien-1-yl)carbamate